methyl (2Z)-2-{[(benzyloxy)carbonyl]amino}-3-{3-[(tert-butoxycarbonyl)(methyl)amino]naphthalen-2-yl}prop-2-enoate C(C1=CC=CC=C1)OC(=O)N\C(\C(=O)OC)=C/C1=CC2=CC=CC=C2C=C1N(C)C(=O)OC(C)(C)C